(S)-N-(1-cyclopropyl-2-((4-(N-(oxetan-3-yl)sulfamoyl)phenyl)amino)-2-oxoethyl)-4-fluorobenzamide C1(CC1)[C@@H](C(=O)NC1=CC=C(C=C1)S(NC1COC1)(=O)=O)NC(C1=CC=C(C=C1)F)=O